ClC1=CC2=C(N=CNC2=O)N1C1=CC=C(C=C1)C1NCC(OC1)(C)C 6-chloro-7-(4-(6,6-dimethylmorpholin-3-yl)phenyl)-3,7-dihydro-4H-pyrrolo[2,3-d]pyrimidin-4-one